OCCOC1=NC=C(C=N1)NC(O[C@H](C)[C@H](C)OC1=C(C=C2C(=N1)SC(=N2)C=2C=C(C=C1C=C(C=NC21)OC)Cl)F)=O (2R,3S)-3-((2-(6-chloro-3-methoxyquinolin-8-yl)-6-fluorothiazolo[5,4-b]pyridin-5-yl)oxy)butan-2-yl (2-(2-hydroxyethoxy)pyrimidin-5-yl)carbamate